O(C1=CC=CC=C1)[P](OC1=CC=CC=C1)=O diphenoxyphosphorus oxide